(S)-5-(4-hydroxyphenyl)-3,4-dihydro-2H-pyrrole-2-carboxylic acid hydrochloride Cl.OC1=CC=C(C=C1)C=1CC[C@H](N1)C(=O)O